7-[(2S,4R)-2-(1-cyclopropylpyrazol-4-yl)tetrahydropyran-4-yl]-5-(2,4-difluorophenyl)-2,3-dimethyl-pyrido[2,3-d]pyrimidin-4-one C1(CC1)N1N=CC(=C1)[C@H]1OCC[C@H](C1)C=1C=C(C2=C(N=C(N(C2=O)C)C)N1)C1=C(C=C(C=C1)F)F